OC(CC(=O)OC)(CC=C)CC=C methyl 3-hydroxy-3-(2-propen-1-yl)-5-hexenoate